3-Isocyanatopentane N(=C=O)C(CC)CC